(S)-2-(1-aminopropyl)-5-chloro-3-cyclopropylquinazolin-4(3H)-one hydrochloride Cl.N[C@@H](CC)C1=NC2=CC=CC(=C2C(N1C1CC1)=O)Cl